7-((2-((8-methoxy-2,3,4,5-tetrahydro-1H-benzo[d]azepin-7-yl)amino)-5-(trifluoromethyl)pyrimidin-4-yl)amino)isoindolin-1-one COC=1C(=CC2=C(CCNCC2)C1)NC1=NC=C(C(=N1)NC=1C=CC=C2CNC(C12)=O)C(F)(F)F